NC=1C=CC(=C2CCOC21)C(=O)OCC ethyl 7-amino-2,3-dihydrobenzofuran-4-carboxylate